COC=1C(=C2C(=NNC2=CC1)C)NS(=O)(=O)C=1C=NC(=CC1)N1N=CC(=C1)C(F)(F)F N-(5-METHOXY-3-METHYL-1H-INDAZOL-4-YL)-6-(4-(TRIFLUOROMETHYL)-1H-PYRAZOL-1-YL)PYRIDINE-3-SULFONAMIDE